C(N)(OC(CS(=O)(=O)Cl)C(C1=CC=CC=C1)C(C)(C)C)=O tert-butyl(1-(chlorosulfonyl)-3-phenylpropan-2-yl) carbamate